1-(3-Fluoro-5-methoxy-pyridin-2-yl)-7-methoxy-3-methyl-8-(2-methyl-3H-benzoimidazol-5-yl)-1,3-dihydroimidazo[4,5-c]-quinolin-2-one FC=1C(=NC=C(C1)OC)N1C(N(C=2C=NC=3C=C(C(=CC3C21)C2=CC1=C(N=C(N1)C)C=C2)OC)C)=O